2-(1,1-dimethylpentyl)-5-methylphenol, potassium salt [K].CC(CCCC)(C)C1=C(C=C(C=C1)C)O